5-(2,6-Dimethoxyphenyl)-1-(2-isopropyl-4-((trimethylsilyl)ethynyl)phenyl)-1H-pyrazole-3-carboxylic acid methyl ester COC(=O)C1=NN(C(=C1)C1=C(C=CC=C1OC)OC)C1=C(C=C(C=C1)C#C[Si](C)(C)C)C(C)C